C(C)OC(=O)C=1N=CC2=CN=CC(=C2C1)C(=C)C 5-(prop-1-en-2-yl)-2,7-naphthyridine-3-carboxylic acid ethyl ester